r-[[2,4-Bis(3,4,5-trimethoxyphenyl)-1,3-cyclobutanediyl]dicarbonyl]bis[5,6-dihydro-2(1H)-pyridone] COC=1C=C(C=C(C1OC)OC)C1C(C(C1C(=O)N1C(C=CCC1)=O)C1=CC(=C(C(=C1)OC)OC)OC)C(=O)N1C(C=CCC1)=O